17-carbonyl-androstane C(=O)=C1[C@]2(C)[C@@H](CC1)[C@@H]1CCC3CCCC[C@]3(C)[C@H]1CC2